N-(2-(1H-pyrazol-1-yl)ethyl)isoxazole-3-carboxamide N1(N=CC=C1)CCNC(=O)C1=NOC=C1